C(CCCCCCCCCCCCCCCCC)(=O)NCCN(C)C stearamidoethyldimethylamine